[Al].[Si].[Cu] Copper-Silicon-Aluminium